4-[3-(3-bromo-2-methyl-phenoxy)propyl]-4-methyl-piperidine BrC=1C(=C(OCCCC2(CCNCC2)C)C=CC1)C